NC1=C2N=C(N(C2=NC=N1)CCC(=O)NC1CC1)SC1=CC2=C(OCO2)C=C1I 3-[6-Amino-8-(6-iodo-benzo[1,3]dioxol-5-ylsulfanyl)-purin-9-yl]-N-cyclopropyl-propionamide